CCSSCCCCCCCCCCCCCCC(=O)OC[C@@H]1[C@@H]([C@@H]([C@H]([C@@H](O1)O[C@H]2CC[C@@]3([C@H]4CC[C@]5([C@H]([C@@H]4CC=C3C2)CC[C@@H]5[C@H](C)CCCC(C)C)C)C)O)O)O The molecule is a cholesteryl 6-O-acyl-beta-D-galactoside having 15-(ethyldisulfanyl)pentadecanoyl as the 6-O-acyl group. It is an organic disulfide and a cholesteryl 6-O-acyl-beta-D-galactoside.